ClC1CCC2(C(N(C3=NC=CC=C32)CC3=CC=C(C=C3)OC)=O)CC1 4-chloro-1'-(4-methoxybenzyl)-2'-oxo-1',2'-dihydrospiro[cyclohexane-1,3'-pyrrolo[2,3-b]pyridine]